(2-methyl-4-phenylquinoline-3-yl)ethanone CC1=NC2=CC=CC=C2C(=C1C(C)=O)C1=CC=CC=C1